ClC1=C(C=C(C=C1)C1=CN(C(C=C1)=O)C(C)C)C[C@@H](C(=O)NC1=CC(=C(C=C1)C=1N(C=NC1)C)O)NC(=O)C1(CC1)F N-[(1S)-1-[[2-chloro-5-(1-isopropyl-6-oxo-3-pyridyl)phenyl]methyl]-2-[3-hydroxy-4-(3-methylimidazol-4-yl)anilino]-2-oxo-ethyl]-1-fluoro-cyclopropanecarboxamide